(cis)-Benzyl 4-benzyl-3-oxohexahydro-2H-pyrido[4,3-b][1,4]oxazine-6(7H)-carboxylate C(C1=CC=CC=C1)N1[C@H]2[C@@H](OCC1=O)CCN(C2)C(=O)OCC2=CC=CC=C2